6-[2-(1-cyclopropyl-4-piperidyl)-8-fluoro-imidazo[1,2-a]pyridin-6-yl]-2,8-dimethyl-imidazo[1,2-b]pyridazine C1(CC1)N1CCC(CC1)C=1N=C2N(C=C(C=C2F)C=2C=C(C=3N(N2)C=C(N3)C)C)C1